C(C)(C)S(=NC(C1=CC=C(C=C1)C1=NOC(=N1)C(F)(F)F)=O)(=O)C1=CC=C(C=C1)OC N-(isopropyl(4-methoxyphenyl)(oxo)-λ6-sulfaneylidene)-4-(5-(trifluoromethyl)-1,2,4-oxadiazol-3-yl)benzamide